CC1(OC2=C(O1)C=CC(=C2)C(=O)NC2=CC(=C(C=C2)C)C2=CC(=NC(=C2)OCCOC2OCCCC2)N2CCOCC2)C 2,2-dimethyl-N-(4-methyl-3-(2-morpholino-6-(2-((tetrahydro-2H-pyran-2-yl)oxy)ethoxy)pyridin-4-yl)phenyl)benzo[d][1,3]dioxole-5-carboxamide